(1R,5S)-3-(3-methyl-5-(1-(4-nitro-1H-pyrazol-1-yl)cyclopropyl)pyrazin-2-yl)-3-azabicyclo[3.1.0]hexan-2-one CC=1C(=NC=C(N1)C1(CC1)N1N=CC(=C1)[N+](=O)[O-])N1C([C@@H]2C[C@@H]2C1)=O